(1R,3S,5R)-tert-Butyl 3-((6-bromo-3-(methoxymethyl)pyridin-2-yl)carbamoyl)-5-((dimethylamino)methyl)-2-azabicyclo[3.1.0]hexane-2-carboxylate BrC1=CC=C(C(=N1)NC(=O)[C@H]1N([C@@H]2C[C@@]2(C1)CN(C)C)C(=O)OC(C)(C)C)COC